(1R,3S)-3-((6-(5-((((4-(fluoro)butyl)(methyl)carbamoyl)oxy)methyl)-1-methyl-1H-1,2,3-triazol-4-yl)-2-methylpyridin-3-yl)oxy)cyclohexane-1-carboxylic acid FCCCCN(C(=O)OCC1=C(N=NN1C)C1=CC=C(C(=N1)C)O[C@@H]1C[C@@H](CCC1)C(=O)O)C